2,2-difluorobicyclo[2.1.1]hexane-1-carboxylic acid FC1(C2(CC(C1)C2)C(=O)O)F